3-(4-fluorophenyl)-5-methyl-4-(((6-(7-methyl-5,6,7,8-tetrahydro-[1,2,4]triazolo[4,3-a]pyrazin-3-yl)pyridazin-3-yl)oxy)methyl)isoxazole FC1=CC=C(C=C1)C1=NOC(=C1COC=1N=NC(=CC1)C1=NN=C2N1CCN(C2)C)C